CC1=NC(=C(N1C)C)C 2,3,4,5-Tetramethylimidazol